N-(3,5-difluoro-4-((1R,3R)-3-methyl-2-(2,2,2-trifluoroethyl)-2,3,4,6,7,9-hexahydro-1H-cyclobuta[f]pyrido[3,4-b]indol-1-yl)phenyl)-1-(3-fluoropropyl)azetidin-3-amine FC=1C=C(C=C(C1[C@H]1N([C@@H](CC2=C1NC1=CC3=C(C=C21)CC3)C)CC(F)(F)F)F)NC3CN(C3)CCCF